F[C@H]1C[C@H](C1)O (cis)-3-fluorocyclobutan-1-ol